3-(2-(((2-Morpholinoethoxy)carbonyl)oxy)-2,2-diphenylacetoxy)spiro[bicyclo[3.2.1]octane-8,1'-pyrrolidin]-8-ium chloride hydrochloride Cl.[Cl-].O1CCN(CC1)CCOC(=O)OC(C(=O)OC1CC2CCC(C1)[N+]21CCCC1)(C1=CC=CC=C1)C1=CC=CC=C1